C(C)OC(=O)C1(CCC1)SC=1N=C(C2=C(N1)C=CS2)NC2=CC=C(C1=CC=CC=C21)C2CC2 1-((4-((4-Cyclopropylnaphthalen-1-yl)amino)thieno[3,2-d]pyrimidin-2-yl)thio)cyclobutane-1-carboxylic acid ethyl ester